C(C)(C)C1=NC(=CC(=C1)N1CC(C1)C(=O)N(C)C)N1N=CC=2C(=NC(=CC21)C=2C=NC=CC2OC)C 1-(2-Isopropyl-6-(6-(4-methoxypyridin-3-yl)-4-methyl-1H-pyrazolo[4,3-c]pyridin-1-yl)pyridin-4-yl)-N,N-dimethylazetidine-3-carboxamide